5-Chloro-N-((2R,3R)-1-(dideutero(phenyl)methyl)-2-methylpyrrolidin-3-yl)-2-methoxy-4-(trideuteromethylamino)benzamide ClC=1C(=CC(=C(C(=O)N[C@H]2[C@H](N(CC2)C(C2=CC=CC=C2)([2H])[2H])C)C1)OC)NC([2H])([2H])[2H]